NC=1N=CC(=NC1OC(C)C1=C(C(=CC=C1F)F)Cl)C1=CC=C(C=C1)NS(=O)(=O)CCN1[C@@H](CCC1)CO 2-[(2S)-2-hydroxymethyl-pyrrolidin-1-yl]-ethanesulfonic acid (4-{5-amino-6-[1-(2-chloro-3,6-difluoro-phenyl)-ethoxy]-pyrazin-2-yl}-phenyl)-amide